C1(=C(C(=CC(=C1)C)C)B1OC(CC(O1)C1=C(C=CC=C1)[N+](=O)[O-])C1=C(C=CC=C1)[N+](=O)[O-])C anti-2-mesityl-4,6-bis(2-nitrophenyl)-1,3,2-dioxaborinane